FC(C=1C=C2C=C(C=NC2=C(N1)NC=1C(=C(C=CC1)C1=C(C(=CC=C1)C=1OC2=C(N1)C=C(C=C2C#N)C=O)C)C)CN2C[C@@H](CC2)O)F (R)-2-(3'-(6-(difluoromethyl)-3-((3-hydroxypyrrolidin-1-yl)methyl)-1,7-naphthyridin-8-ylamino)-2,2'-dimethylbiphenyl-3-yl)-5-formylbenzo[d]oxazole-7-carbonitrile